(5'S,7a'R)-1-(3-ethynylbenzene-1-carbonyl)-5'-(3-fluoro-phenyl)tetrahydro-3'H-spiro[piperidine-4,2'-pyrrolo[2,1-b][1,3]oxazol]-3-one C(#C)C=1C=C(C=CC1)C(=O)N1CC(C2(CN3[C@H](O2)CC[C@H]3C3=CC(=CC=C3)F)CC1)=O